COC1=CC(=CC2=C1OCO2)CCN 2-(7-methoxy-1,3-benzodioxolan-5-yl)ethylamine